C(C=C)(=O)OCCCOC1=CC=C(C(=O)OC2=C(C=C(C=C2)OC(C2=CC=C(C=C2)OCCCOC(C=C)=O)=O)C)C=C1 1,4-Bis[4-(3-acryloyloxypropyloxy)benzoyloxy]-2-methylbenzene